1-amino-N-(4-(2-(dimethylamino)ethoxy)-3-methoxyphenyl)cyclopropane-1-formamide NC1(CC1)C(=O)NC1=CC(=C(C=C1)OCCN(C)C)OC